C(C)(C)(C)OC(=O)N1[C@H]2[C@@H](C([C@@H]1CC2)=O)CC(=O)OCC (1R,2S,4S)-2-(2-ethoxy-2-oxoethyl)-3-oxo-7-azabicyclo[2.2.1]heptane-7-carboxylic acid tert-butyl ester